1H-pyrido[2,3-b][1,4]oxazin-2-on N1C2=C(OCC1=O)N=CC=C2